CS(=O)(=O)C1=CC=C(C=C1)C1=CC=C(C=C1)NC(=O)C1C(C1)C1=NC=CC=C1 N-(4'-(methylsulfonyl)-[1,1'-biphenyl]-4-yl)-2-(pyridin-2-yl)cyclopropane-1-carboxamide